COC1=C(CN2C(C3=CC(=C(C=C3C(=C2)C(=O)O)OC)OC)=O)C=CC(=C1)OC (2,4-Dimethoxybenzyl)-6,7-dimethoxy-1-oxo-1,2-dihydroisoquinoline-4-carboxylic acid